FC(C=1C=C(C=CC1)N1N=C(N=C1)C(=O)O)(F)F 1-(3-(trifluoromethyl)phenyl)-1H-1,2,4-triazole-3-carboxylic acid